BrC1=NSC(=N1)SC 3-bromo-5-(methylthio)-1,2,4-thiadiazole